1-cyclopropyl-but-3-yn-2-one C1(CC1)CC(C#C)=O